N2-cyclobutylpyridine-2,5-diamine C1(CCC1)NC1=NC=C(C=C1)N